(3R)-3-{[8-(difluoromethyl)-9-methyl-2-(1-methyl-1H-pyrazol-4-yl)[1,2,4]triazolo[1,5-c]quinazolin-5-yl]amino}azepan-2-one FC(C=1C(=CC=2C=3N(C(=NC2C1)N[C@H]1C(NCCCC1)=O)N=C(N3)C=3C=NN(C3)C)C)F